NCC1(CCN(CC1)C=1C(NC(=CN1)SC=1C(=NC=CC1)C(F)(F)F)=O)C 3-(4-(aminomethyl)-4-methylpiperidin-1-yl)-6-((2-(trifluoromethyl)pyridin-3-yl)thio)pyrazin-2(1H)-one